N1C(=CC2=CC=CC=C12)P(C=1NC2=CC=CC=C2C1)C=1NC2=CC=CC=C2C1 tri-indolyl-phosphine